2-((R)-1-((s)-tert-butylsulfinyl)pyrrolidin-2-yl)-3,6-difluoropyridine C(C)(C)(C)[S@](=O)N1[C@H](CCC1)C1=NC(=CC=C1F)F